7-((((benzyloxy)carbonyl)amino)methyl)-7-(3-methylisoxazol-5-yl)-3-azabicyclo[4.1.0]heptan-3-ium chloride [Cl-].C(C1=CC=CC=C1)OC(=O)NCC1(C2CC[NH2+]CC12)C1=CC(=NO1)C